C(C)(=O)NC1=CC=C(C=C1)C1=C2CN(C(C2=CC=C1)=O)C(C(=O)NC(=C)C1=NOC(=N1)C)=C 2-(4-(4-acetamidophenyl)-1-oxoisoindolin-2-yl)-N-(1-(5-methyl-1,2,4-oxadiazol-3-yl)vinyl)acrylamide